ClC=1C=2C(N=C3N(C2C=CC1)C1=CC(=CC=C1C31CCCCC1)C1CCN(CC1)C1CCC(CC1)C(=O)O)=O 4-(4-(4'-chloro-5'-oxo-5'H-spiro[cyclohexane-1,7'-indolo[1,2-a]quinazolin]-10'-yl)piperidin-1-yl)cyclohexane-1-carboxylic acid